ClC1=C(C(=NC(=C1)Cl)C)C(=O)OCC ethyl 4,6-dichloro-2-methylpyridine-3-carboxylate